6-bromo-3,3-dimethyl-2-oxo-indoline-4-carbaldehyde BrC=1C=C(C=2C(C(NC2C1)=O)(C)C)C=O